ClC1=C(C(=C2C(=N1)NC=C2)I)C(=O)OC Methyl 6-chloro-4-iodo-1H-pyrrolo[2,3-b]pyridine-5-carboxylate